C(CCCCCCC)C(C(=O)OC(CCCCCCCCCCC)CCCCCCCC)CCCCCCCCCC octyl-dodecanol octyldodecanoate